C(C1=CC=CC=C1)C1=CC=CC(=N1)C1OCCN(C1)C(CC1=CC=C(C=C1)F)=O 1-(2-(6-benzylpyridin-2-yl)morpholino)-2-(4-fluorophenyl)ethan-1-one